1-[2-(3-chlorophenyl)ethyl]-3-{[4-(3-methylsulfonylpropionyl)phenoxy]methyl}piperazine sodium methylarsenate CO[As]([O-])([O-])=O.[Na+].ClC=1C=C(C=CC1)CCN1CC(NCC1)COC1=CC=C(C=C1)C(CCS(=O)(=O)C)=O.[Na+]